(R)-4-methyl-5-(methyl-(1-(1-phenylethyl)piperidin-4-yl)amino)-N-(thiazol-4-yl)pyridine-2-sulfonamide formate salt C(=O)O.CC1=CC(=NC=C1N(C1CCN(CC1)[C@H](C)C1=CC=CC=C1)C)S(=O)(=O)NC=1N=CSC1